C1(C=2C(C(N1CCCCN=[N+]=[N-])=O)=CC=CC2)=O (phthalimido)butyl azide